C12NCCN(CC2C1)C1=C(N(C=2N(C1=O)N=C(N2)C=2CCOCC2)CC(=O)NC2=C(C=C(C=C2)C(F)(F)F)C)CC 2-(6-(2,5-diazabicyclo[5.1.0]oct-5-yl)-2-(3,6-dihydro-2H-pyran-4-yl)-5-ethyl-7-oxo-[1,2,4]triazolo[1,5-a]pyrimidin-4(7H)-yl)-N-(2-methyl-4-(trifluoromethyl)phenyl)acetamide